N1C=C(C2=CC=CC=C12)C1=NC(=NC=C1)NC=1C(=CC(=C(C1)NC(\C=C\CN1CCOCC1)=O)N1CCOCC1)OC (E)-N-(5-((4-(1H-indol-3-yl)pyrimidin-2-yl)amino)-4-methoxy-2-morpholinophenyl)-4-morpholinobut-2-enamide